FC=1C=C(C=C(C1)F)[C@@H]1CC=NN1C(=O)N1CCN(CC1)C1=NC=C(C(=N1)C=1C=NN(C1)CC(=O)N)F (S)-2-(4-(2-(4-(5-(3,5-difluorophenyl)-4,5-dihydro-1H-pyrazol-1-carbonyl)piperazin-1-yl)-5-fluoropyrimidin-4-yl)-1H-pyrazol-1-yl)acetamide